3-Methyl-4-(4,4,5,5-tetramethyl-1,3,2-dioxaborolan-2-yl)-1-((2-(trimethylsilyl)ethoxy)methyl)-1H-pyrrolo[2,3-b]pyridine CC1=CN(C2=NC=CC(=C21)B2OC(C(O2)(C)C)(C)C)COCC[Si](C)(C)C